C(C)(C)(C)C1=CC(=NC=N1)C=1C=C2C=3C=CC=CC3N3C2=C(C1)C1=CC=CC=C13 2-(6-(tert-butyl)pyrimidin-4-yl)indolo[3,2,1-jk]carbazole